CO[C@@H](CO)C1=NC(=CC(=N1)N1N=C(C=C1C)C1=CC=CC=C1)N1CCOCC1 (R)-2-methoxy-2-(4-(5-methyl-3-phenyl-1H-pyrazol-1-yl)-6-morpholinopyrimidin-2-yl)ethan-1-ol